COC(C)=O.C(C)NCC N,N-diethylamine methyl-acetate